BrC1=CC(=NC(=C1)C)N(CC1=CC=C(C=C1)OC)CC1=CC=C(C=C1)OC 4-bromo-N,N-bis(4-methoxybenzyl)-6-methylpyridine-2-amine